CNC(CCNC1=C(C=C(C=C1)C1=CC=CC=C1)C1=NN(C=C1)C)=O N-methyl-3-((3-(1-methyl-1H-pyrazol-3-yl)-[1,1'-biphenyl]-4-yl)amino)propanamide